F[C@@H]1[C@H]2COC[C@@H](C[C@@H]1N(C=1N=CC(=NC1)C1=C(C=C(C=C1)C1=CN=NC(=C1)OC)O)C)N2 2-(5-(((1R,5R,6R,7S)-6-fluoro-3-oxa-9-azabicyclo[3.3.1]nonan-7-yl)(methyl)amino)pyrazin-2-yl)-5-(6-methoxypyridazin-4-yl)phenol